NC1=NC=NN2C1=C(C(=N2)C2=CC=C(C=C2)NC(C=C)=O)C2=CC(=C(C=C2)C(=O)N2CCCC2)OC N-(4-(4-amino-5-(3-methoxy-4-(pyrrolidine-1-carbonyl)phenyl)pyrazolo[5,1-f][1,2,4]triazin-6-yl)phenyl)acrylamide